N1C=C(C2=CC=CC=C12)C1=C(N=C(O1)C1=C(C=CC=C1)C(F)(F)F)C(=O)O 5-(1H-indole-3-yl)-2-(2-(trifluoromethyl)phenyl)oxazole-4-carboxylic acid